(E)-2-(2-ethoxyvinyl)-6-fluoropyridine C(C)O/C=C/C1=NC(=CC=C1)F